CNC=1C=CC=C2C=CC=CC12 methyl-8-naphthylamine